N-fluoro-N-(4-methylpentyl)-[1,1'-biphenyl]-4-sulfonamide FN(S(=O)(=O)C1=CC=C(C=C1)C1=CC=CC=C1)CCCC(C)C